3,7-Diamino-phenothiazine NC=1C=CC=2NC3=CC=C(C=C3SC2C1)N